alpha-ketoglutarate O=C(C(=O)[O-])CCC(=O)[O-]